[OH-].S(=O)(=O)(O)CCCN1C(C=CC=C1)C=C 1-(3-sulfopropyl)-2-vinyl-pyridine hydroxide